2-bromo-1-(difluoromethyl)-4-nitro-benzene BrC1=C(C=CC(=C1)[N+](=O)[O-])C(F)F